4-(6-(cyclopropanesulfonylamino)pyrazin-2-yl)-N-(5-(6-ethoxypyrazin-2-yl)pyridin-2-yl)-1-(methylsulfonyl)piperidine-4-carboxamide C1(CC1)S(=O)(=O)NC1=CN=CC(=N1)C1(CCN(CC1)S(=O)(=O)C)C(=O)NC1=NC=C(C=C1)C1=NC(=CN=C1)OCC